Aminocoumarine NC=1C(OC2=CC=CC=C2C1)=O